FC1(CC1)C(=O)NC1=CC=C(C=C1)CNC1=NC(=NC=2N1N=CC2C(C)C)N2[C@@H](CCC2)CO (S)-1-Fluoro-N-(4-(((2-(2-(hydroxymethyl)pyrrolidin-1-yl)-8-isopropylpyrazolo[1,5-a][1,3,5]triazin-4-yl)amino)methyl)phenyl)cyclopropane-1-carboxamide